N(N)C=1N=NC(=CC1C)C=1C=NC=CC1 3-hydrazino-4-methyl-6-(pyridin-3-yl)pyridazine